FC(C1=CC=C(S1)C=O)(F)F 5-(trifluoromethyl)thiophene-2-carbaldehyde